(4-isopropoxy-3-isothiocyanatophenyl)ethan-1-one C(C)(C)OC1=C(C=C(C=C1)C(C)=O)N=C=S